(S)-tert-butyl 7-fluoro-3-(hydroxymethyl)-3,4-dihydroisoquinoline-2(1H)-carboxylate FC1=CC=C2C[C@H](N(CC2=C1)C(=O)OC(C)(C)C)CO